C(C)(C)(C)C=1C=C(N(N1)C=1C=C2C=CC=NC2=CC1)NC(=O)NC1=C(C=C(OC2=CC(=NC=C2)C(=O)NC)C=C1)F 4-[4-[(5-tert-butyl-2-quinolin-6-ylpyrazol-3-yl)carbamoylamino]-3-fluorophenoxy]-N-methylpyridine-2-carboxamide